2-(4-(4-Fluorophenyl)piperazin-1-yl)-N-(pyridin-2-ylmethyl)ethan-1-amine FC1=CC=C(C=C1)N1CCN(CC1)CCNCC1=NC=CC=C1